5-Oxo-N-{4-[3-(pyridin-3-yl)-1,2,4-oxadiazol-5-yl]phenyl}-1-[(pyridin-3-yl)methyl]-pyrrolidine-3-carboxamide O=C1CC(CN1CC=1C=NC=CC1)C(=O)NC1=CC=C(C=C1)C1=NC(=NO1)C=1C=NC=CC1